7-(2-((7-cyclopropyl-1,2,3,4-tetrahydroisoquinolin-6-yl)amino)-5-(trifluoromethyl)pyrimidin-4-yl)-2,3-dihydro-5H-thieno[3,2-e][1,4]oxathiepine 1,1-dioxide C1(CC1)C1=C(C=C2CCNCC2=C1)NC1=NC=C(C(=N1)C1=CC=2S(CCOCC2S1)(=O)=O)C(F)(F)F